6-Chloro-3-((4-hydroxy-1-(1-methylcyclopropanecarbonyl)piperidin-4-yl)methyl)-7-(3-(4-(trifluoromethyl)-1H-pyrazol-1-yl)phenyl)-3H-pyrrolo[2,3-d]pyrimidin-4(7H)-one ClC1=CC2=C(N=CN(C2=O)CC2(CCN(CC2)C(=O)C2(CC2)C)O)N1C1=CC(=CC=C1)N1N=CC(=C1)C(F)(F)F